N-hydroxy-4-{[3-(3-methyl-4-oxo-3,4-dihydroquinazolin-6-yl)-5-(4-methoxyphenyl)-1H-pyrazol-1-yl]methyl}benzamide ONC(C1=CC=C(C=C1)CN1N=C(C=C1C1=CC=C(C=C1)OC)C=1C=C2C(N(C=NC2=CC1)C)=O)=O